FC1=NNC2=C(C=C(C=C12)C(=O)N(C)OC)S(N(CC(=O)NC1=CC(N(C=C1)C)=O)C)(=O)=O 3-fluoro-N-methoxy-N-methyl-7-(N-methyl-N-(2-((1-methyl-2-oxo-1,2-dihydropyridin-4-yl)amino)-2-oxoethyl)sulfamoyl)-1H-indazole-5-carboxamide